FC=1C=C(C(=NC1)C1=CC=C2C=CC=NC2=C1)C=1C=NN(C1)CC1(CCCC1)F 7-(5-fluoro-3-(1-((1-fluorocyclopentyl)methyl)-1H-pyrazol-4-yl)pyridin-2-yl)quinoline